FC(C(=O)O)(F)F.FC(C1=CC=C(C=C1)C1(CNC1)O)(F)F 3-(4-(trifluoromethyl)phenyl)azetidine-3-ol 2,2,2-trifluoroacetate